6-bromo-4-(isopropylamino)-1,7-naphthyridine-3-carboxylic acid ethyl ester C(C)OC(=O)C=1C=NC2=CN=C(C=C2C1NC(C)C)Br